C(C)(=O)NC(C(=O)OC)CSC1[C@H](C[C@H]2CC[C@H]3OC([C@@H]1[C@]32O)=O)C methyl 2-acetamido-3-{[(1S,4R,7R,9S,11S)-11-hydroxy-9-methyl-2-oxo-3-oxatricyclo[5.3.1.04,11]undecan-10-yl]sulfanyl}propanoate